The molecule is a C-nitro compound that is 6-phosphonohexanoic acid in which the phosphono function is esterified with (4-nitrophenyl)methanol; a phosphonate transition state analogue with affinity for catalytic antibody 7B9. It is a C-nitro compound, a phosphonic ester and a carboxylic acid. C1=CC(=CC=C1COP(=O)(CCCCCC(=O)O)O)[N+](=O)[O-]